4-chloro-7-(2,4-dimethoxypyrimidin-5-yl)quinoline-3-carboxylic acid ethyl ester C(C)OC(=O)C=1C=NC2=CC(=CC=C2C1Cl)C=1C(=NC(=NC1)OC)OC